NC1=CC2=C(NC(=N2)C(=O)OC)C=C1 Methyl 5-amino-1H-benzo[d]imidazole-2-carboxylate